FC=1C=C(N)C=CC1N1CCCCC1 3-fluoro-4-(piperidin-1-yl)aniline